C(C)S(=O)(=O)C1=C(C=CC=C1)C1=NC=C2C(=N1)N(N=C2)CC2=CC=C(C=C2)C=2N(C=C(N2)C(F)(F)F)C 6-(2-(ethylsulfonyl)phenyl)-1-(4-(1-methyl-4-(trifluoromethyl)-1H-imidazol-2-yl)benzyl)-1H-pyrazolo[3,4-d]pyrimidine